3,3-bis(4-(dimethylamino)phenyl)phthalide CN(C1=CC=C(C=C1)C1(OC(=O)C2=CC=CC=C12)C1=CC=C(C=C1)N(C)C)C